C(N(CC)C([2H])([2H])[2H])([2H])([2H])[2H] N,N-bis(methyl-d3)ethan-1-amine